2,3-dimethylbut-1-ene CC(=C)C(C)C